(E)-N-(2-(6-methoxy-2-oxo-2,3-dihydro-1,3-benzooxazol-3-yl)ethyl)-3-(4-fluorophenyl)acrylamide COC1=CC2=C(N(C(O2)=O)CCNC(\C=C\C2=CC=C(C=C2)F)=O)C=C1